Cl.C(C)(C)N1N=NC=2C=CC=3C=NC(=NC3C21)NC2=CC=C(C=C2)C(=O)N2CCNCC2 (4-((1-Isopropyl-1H-[1,2,3]triazolo[4,5-h]quinazolin-8-yl)amino)phenyl)(piperazin-1-yl)methanone hydrochloride